OC1(CCN(CC1)C(=O)[C@H]1[C@@H](CN(CC1)CC1=NOC=C1)C1=CC=CC=C1)CN1C=NC2=C(C1=O)C=CN2C2=CC=C(C=C2)OC 3-[(4-hydroxy-1-{[(3R,4R)-1-(1,2-oxazol-3-ylmethyl)-3-phenylpiperidin-4-yl]carbonyl}piperidin-4-yl)methyl]-7-(4-methoxyphenyl)-3,7-dihydro-4H-pyrrolo[2,3-d]pyrimidin-4-one